NC1=NC=2C=NC(=CC2C2=C1COC2)C(=O)N(CC2=NC=C(C=C2)C(F)(F)F)C=2C=NN(C2)C(F)(F)F 4-amino-N-(1-(trifluoromethyl)-1H-pyrazol-4-yl)-N-((5-(trifluoromethyl)-2-pyridinyl)methyl)-1,3-dihydrofuro[3,4-c][1,7]naphthyridine-8-carboxamide